7-((3-fluoro-1-(2-hydroxy-3-methoxypropyl)piperidin-4-yl)amino)-3-(thiazol-4-yl)benzofuran FC1CN(CCC1NC1=CC=CC=2C(=COC21)C=2N=CSC2)CC(COC)O